N1(N=NC=C1)C[C@H]1N(C[C@@H](C1)NC(=O)C=1OC(=NN1)C1=C(C=CC(=C1)OC(F)(F)F)CCC)C(=O)OC(C)(C)C tert-butyl (2S,4R)-2-((1H-1,2,3-triazol-1-yl)methyl)-4-(5-(2-propyl-5-(trifluoromethoxy)phenyl)-1,3,4-oxadiazole-2-carboxamido)pyrrolidine-1-carboxylate